OCCCNS(=O)(=O)C1=C(C=CC(=C1)NC=1N=CC2=C(N1)NC(C=C2C#C[Si](C(C)C)(C(C)C)C(C)C)=O)N2CCN(CC2)C N-(3-hydroxypropyl)-2-(4-methylpiperazin-1-yl)-5-((7-oxo-5-((triisopropylsilyl)ethynyl)-7,8-dihydropyrido[2,3-d]pyrimidin-2-yl)amino)benzenesulfonamide